COC([C@@H](C)OC(C1=CC=CC=C1)(C1=CC=CC=C1)C1=CC=CC=C1)=O (R)-2-(Triphenylmethyloxy)propionic acid methyl ester